ethylene amyl acrylate C(C=C)(=O)OCCCCC.C=C